ClC1=C(C=CC=C1)S(=O)CC(=O)N1CC2=CC=CC=C2C1 2-[(2-chlorophenyl)sulfinyl]-1-(1,3-dihydro-2H-isoindol-2-yl)ethanone